O1CCN(CC1)CCCCCCCCNC1=CC=C(C=C1)N1C(NC(CC1)=O)=O 1-(4-((8-morpholinooctyl)amino)phenyl)dihydropyrimidine-2,4(1H,3H)-dione